(5R)-2-Cyclohexyl-N-[(3S)-9-fluoro-2-oxo-5-phenyl-1,3-dihydro-1,4-benzodiazepin-3-yl]-5-methyl-6,7-dihydro-5H-pyrazolo[5,1-b][1,3]oxazine-3-carboxamide C1(CCCCC1)C1=NN2C(O[C@@H](CC2)C)=C1C(=O)N[C@@H]1C(NC2=C(C(=N1)C1=CC=CC=C1)C=CC=C2F)=O